ClC1=CC=C(C=C1)C(C(=O)N[C@@H](C(C)C)C(=O)N[C@H](CCC(=O)O)C(=O)O)(F)F (2-(4-chlorophenyl)-2,2-difluoroacetyl)-L-valyl-D-glutamic acid